(S)-N-hydroxy-4-(((isoquinolin-1-ylmethyl)(1-(4-methylpyridin-2-yl)ethyl)amino)methyl)benzamide ONC(C1=CC=C(C=C1)CN([C@@H](C)C1=NC=CC(=C1)C)CC1=NC=CC2=CC=CC=C12)=O